C(#N)C1=C(C(=C(C=C1)N1CCC(CC1)C(=O)O)F)C(F)(F)F 1-(4-cyano-2-fluoro-3-(trifluoromethyl)phenyl)piperidine-4-carboxylic acid